6-(2-thienyl)adenine S1C(=CC=C1)C1(C2=NC=NC2=NC=N1)N